2-((3-((3-((tert-butyl(dimethyl)silyl)oxymethyl)phenoxy)methyl)-5-methoxy-phenyl)methyl)-6-chloro-pyrazolo[3,4-d]pyrimidin-4-amine [Si](C)(C)(C(C)(C)C)OCC=1C=C(OCC=2C=C(C=C(C2)OC)CN2N=C3N=C(N=C(C3=C2)N)Cl)C=CC1